FC=1C=CC=C2C(=NNC12)C(=O)[O-] 7-fluoro-1H-indazole-3-carboxylate